tert-butyl 4-(3-oxo-3,4-dihydro-2H-pyrido[4,3-b][1,4]oxazin-8-yl)-5,6-dihydropyridine-1(2H)-carboxylate O=C1NC2=C(OC1)C(=CN=C2)C2=CCN(CC2)C(=O)OC(C)(C)C